BrC=1C(=CC(=C(C1)C(=O)N1C=CC2=CC=CC=C12)OC)F 1-[(5-bromo-4-fluoro-2-methoxyphenyl)carbonyl]indole